7-(1-ethylpiperidin-4-yl)-9-methyl-2-(2-methyl-2H-indazol-5-yl)-4H-pyrido[1,2-a]pyrimidin C(C)N1CCC(CC1)C=1C=C(C=2N(CC=C(N2)C2=CC3=CN(N=C3C=C2)C)C1)C